N[N+]1=C(C=CC(=C1)F)Br 1-amino-2-bromo-5-fluoropyridin-1-ium